5-chloro-4-(cyclopentylmethoxy)-2-fluoro-N-((4-((1-methyl-1H-1,2,4-triazol-5-yl)methoxy)phenyl)sulfonyl)benzamide ClC=1C(=CC(=C(C(=O)NS(=O)(=O)C2=CC=C(C=C2)OCC2=NC=NN2C)C1)F)OCC1CCCC1